C=CC=C (Z)-butane-1,3-diene